(S)-2-(2,5-difluoro-4-(6-((6-((1-methyl-1H-pyrazol-4-yl)ethynyl)pyridin-3-yl)methoxy)pyridin-2-yl)benzyl)-4-fluoro-1-(oxetan-2-ylmethyl)-1H-benzo[d]imidazole-6-carboxylic acid FC1=C(CC2=NC3=C(N2C[C@H]2OCC2)C=C(C=C3F)C(=O)O)C=C(C(=C1)C1=NC(=CC=C1)OCC=1C=NC(=CC1)C#CC=1C=NN(C1)C)F